C(C)C1(C(C(C(C1)=O)C)C)C 4-Ethyl-2,3,4-trimethylcyclopentan-1-one